(2S,3R,4S,5R,6R)-2-(((4aR,10aR)-6-acetoxy-1-propyl-1,2,3,4,4a,5,10,10a-octahydrobenzo[g]quinolin-7-yl)oxy)-6-(acetoxymethyl)tetrahydro-2H-pyran-3,4,5-triyl triacetate C(C)(=O)O[C@H]1[C@@H](O[C@@H]([C@H]([C@@H]1OC(C)=O)OC(C)=O)COC(C)=O)OC=1C=CC2=C(C[C@H]3CCCN([C@@H]3C2)CCC)C1OC(C)=O